3-methyl-3-chloromethyl-oxetane methyl-(2S)-2-[[(2S,4S)-1-(4-methoxy-1H-indole-2-carbonyl)-4-phenyl-pyrrolidine-2-carbonyl]amino]-3-[(3S)-2-oxo-3-piperidyl]propanoate COC([C@H](C[C@H]1C(NCCC1)=O)NC(=O)[C@H]1N(C[C@@H](C1)C1=CC=CC=C1)C(=O)C=1NC2=CC=CC(=C2C1)OC)=O.CC1(COC1)CCl